NC=1C2=C(N=CN1)N(C=C2Br)[C@@H]2O[C@@H]([C@H]([C@H]2O)O)\C=C\CCN (2R,3R,4S,5R)-2-{4-amino-5-bromo-7H-pyrrolo[2,3-d]pyrimidin-7-yl}-5-[(1E)-4-aminobut-1-en-1-yl]oxolane-3,4-diol